C(=O)(O)CC(C(CF)=O)NC(C(CC)N1CC2=CC=C(C=C2C1=O)C(CCC(=O)O)C)=O 4-(2-(1-((1-carboxy-4-fluoro-3-oxobutan-2-yl)amino)-1-oxobutan-2-yl)-3-oxoisoindolin-5-yl)pentanoic acid